N-(3-chlorophenyl)-2-(10-(pyridin-2-yl)-6-oxaspiro[4.6]undecan-10-yl)ethylamine ClC=1C=C(C=CC1)NCCC1(CCCOC2(CCCC2)C1)C1=NC=CC=C1